FC=1C=C2NC(C=3N(C2=C(C1C1=C2C=NNC2=CC=C1)OC)C(=NN3)C)(C)C 7-Fluoro-8-(1H-indazol-4-yl)-9-methoxy-1,4,4-trimethyl-5H-[1,2,4]triazolo[4,3-a]quinoxaline